(S)-7-(chloromethyl)-4-(cyclopropylethynyl)-4-(trifluoromethyl)-3,4-dihydroquinazolin-2(1H)-one ClCC1=CC=C2[C@](NC(NC2=C1)=O)(C(F)(F)F)C#CC1CC1